ClC1=C(C=CC=C1C1=NC(=C(C=C1)CNC(C)C)OC)C1=C(C(=CC=C1)NC(=O)C=1C(N(C(N(C1)C)=O)C)=O)C N-(2'-chloro-3'-(5-((isopropylamino)methyl)-6-methoxypyridin-2-yl)-2-methyl-[1,1'-biphenyl]-3-yl)-1,3-dimethyl-2,4-dioxo-1,2,3,4-tetrahydropyrimidine-5-carboxamide